C(C)(C)(C)OC(=O)N1CCC(CC1)C(=O)N1CCN(CC1)C(C1=C(C=CC(=C1)CC1=NNC(C2=CC=CC=C12)=O)F)=O 4-(4-(2-fluoro-5-((4-oxo-3,4-dihydrophthalazin-1-yl)methyl)benzoyl)piperazine-1-carbonyl)piperidine-1-carboxylic acid tert-butyl ester